2,6-dimethyloctyl-magnesium bromide CC(C[Mg]Br)CCCC(CC)C